P-aminothiophenol C1=CC(=CC=C1N)S